6',6'''-(pyridine-2,6-diyl)bis(3'-octyloxy-3-(adamant-1-yl)-5-tert-butyl-[1,1'-biphenyl]-2-ol) N1=C(C=CC=C1C1=CC=C(C=C1C=1C(=C(C=C(C1)C(C)(C)C)C12CC3CC(CC(C1)C3)C2)O)OCCCCCCCC)C2=CC=C(C=C2C=2C(=C(C=C(C2)C(C)(C)C)C23CC1CC(CC(C2)C1)C3)O)OCCCCCCCC